C(C)(C)(C)OC(=O)N1CC2=C(CC1)N=C(S2)C=2C(=C(C=CC2)C2=C(C(=CC=C2)OCCCN2CC1(CC2)COCCC1)C)C 2-(3'-(3-(7-oxa-2-azaspiro[4.5]dec-2-yl)propoxy)-2,2'-dimethyl-[1,1'-biphenyl]-3-yl)-6,7-dihydrothiazolo[5,4-c]pyridine-5(4H)-carboxylic acid tert-butyl ester